5-((1H-pyrazol-1-yl)methyl)-N-((5-cyclopropyl-2-methoxyphenyl)sulfonyl)-4-methoxypyrimidine-2-carboxamide N1(N=CC=C1)CC=1C(=NC(=NC1)C(=O)NS(=O)(=O)C1=C(C=CC(=C1)C1CC1)OC)OC